arsenic-germanium selenium [Se].[Ge].[As]